CN1[C@@H](CCC1)COC=1N=C(C2=C(N1)CN(CC2)C2=CC=CC1=CC=CC=C21)N2C[C@@H](N(CC2)C(C(=C([2H])[2H])[2H])=O)CC#N 2-[(2S)-4-[2-[[(2S)-1-methylpyrrolidin-2-yl]methoxy]-7-(1-naphthyl)-6,8-dihydro-5H-pyrido[3,4-d]pyrimidin-4-yl]-1-(2,3,3-trideuterioprop-2-enoyl)piperazin-2-yl]acetonitrile